COC1=CC=C(C(=O)C=2C=C(NC2)C(=O)OC)C=C1 methyl 4-(4-methoxybenzoyl)-1H-pyrrole-2-carboxylate